C(C)N1N=CC(=C1)CN1C(N(C(=C1)C)C1=CC(=CC(=C1)C(F)(F)F)OCOC)=O 1-[(1-ethyl-1H-pyrazol-4-yl)methyl]-3-[3-(methoxymethoxy)-5-(trifluoromethyl)phenyl]-4-methyl-1,3-dihydro-2H-imidazol-2-one